C(C)[C@@H]1N(C[C@H](N(C1)C(C)C=1C=C2N=CC=NC2=CC1)C)C=1C=2C(N(C(C1)=O)C)=CN(N2)CC#N (7-((2S,5R)-2-ethyl-5-methyl-4-(1-(quinoxalin-6-yl)ethyl)piperazin-1-yl)-4-methyl-5-oxo-4,5-dihydro-2H-pyrazolo[4,3-b]pyridin-2-yl)acetonitrile